(R)-5-(((tert-butyldimethylsilyl)oxy)methyl)-5-methyl-7-(1-methyl-1H-pyrazol-3-yl)-N-(3-methyl-4-(4-methylpiperazin-1-yl)phenyl)-6,7-dihydro-5H-pyrrolo[2,3-d]pyrimidin-2-amine [Si](C)(C)(C(C)(C)C)OC[C@]1(CN(C=2N=C(N=CC21)NC2=CC(=C(C=C2)N2CCN(CC2)C)C)C2=NN(C=C2)C)C